Cl.ClC1=CC=C(C=C1)C1=CC=C(N1C1=C(C=CC=C1)C(F)(F)F)C1=CC=C(C(=O)NCCN(C)C)C=C1 4-[5-(4-chlorophenyl)-1-[2-(trifluoromethyl)phenyl]pyrrol-2-yl]-N-[2-(dimethylamino)ethyl]benzamide hydrochloride salt